anti-Glutathione N[C@H](C(=O)O)CCC(=O)N[C@@H](CS)C(=O)NCC(=O)O